FC(C1=NC=C(C(=C1)C1=CC(=NC=C1C(=O)NC=1SC=2CNCCC2N1)N1C(C(=CC=C1)F)=O)OC)F 2''-(difluoromethyl)-3-fluoro-5''-methoxy-2-oxo-N-(4,5,6,7-tetrahydrothiazolo[5,4-c]pyridin-2-yl)-2H-[1,2':4',4''-terpyridin]-5'-carboxamide